ClC1=NC(=CC(=C1)CNS(=O)(=O)C)Cl N-[(2,6-dichloro-4-pyridinyl)methyl]methanesulfonamide